N-(3-(3-fluorophenyl)-1-methyl-1H-pyrazol-4-yl)pyrazolo[1,5-a]pyrimidine-3-carboxamide FC=1C=C(C=CC1)C1=NN(C=C1NC(=O)C=1C=NN2C1N=CC=C2)C